C(C)(C)(C)N1C[C@@H](CCC1)NC=1N=NC(=C(N1)C)C1=C(C=C(C=C1)C(F)(F)F)O 2-[3-[[(3R)-1-tert-Butyl-3-piperidyl]amino]-5-methyl-1,2,4-triazin-6-yl]-5-(trifluoromethyl)phenol